Cl.O=C[C@@H](O)[C@H](O)[C@H](O)[C@@H](O)C fucose hydrochloride